(3aR,5s,6aS)-N-[6-(6-cyclopropyl-3-pyridyl)pyridazin-3-yl]-2-(tetrahydro-pyran-4-ylmethyl)-3,3a,4,5,6,6a-hexahydro-1H-cyclopenta[c]pyrrol-5-amine C1(CC1)C1=CC=C(C=N1)C1=CC=C(N=N1)NC1C[C@@H]2[C@@H](CN(C2)CC2CCOCC2)C1